(R)-2-((8-(3-aminopiperidin-1-yl)-7-(but-2-yn-1-yl)-3-methyl-2,6-dioxo-2,3,6,7-tetrahydro-1H-purin-1-yl)methyl)-5-chlorobenzoic acid hexyl ester C(CCCCC)OC(C1=C(C=CC(=C1)Cl)CN1C(N(C=2N=C(N(C2C1=O)CC#CC)N1C[C@@H](CCC1)N)C)=O)=O